C=1N=CN2C1CNCC2 5,6,7,8-tetrahydroimidazo[1,5-a]Pyrazine